acrylic acid stearate C(CCCCCCCCCCCCCCCCC)(=O)O.C(C=C)(=O)O